O1CC(=C(C(=C1)CC(=O)O)CC(=O)O)CC(=O)O.FC(C(=O)NNN)(F)F trifluoroacetamidohydrazine 2H-pyran-3,4,5-triyl-triacetate